CN([C@H]1CN(CC1)C1=C(C=C(C(=N1)OC)NC1=NC=C(C(=N1)N1CC(C2=NC(=CC=C21)C)(C)C)C(=O)OC(C)C)[N+](=O)[O-])C isopropyl (R)-2-((6-(3-(dimethylamino)pyrrolidin-1-yl)-2-methoxy-5-nitropyridin-3-yl)amino)-4-(3,3,5-trimethyl-2,3-dihydro-1H-pyrrolo[3,2-b]pyridin-1-yl)pyrimidine-5-carboxylate